2-(2,6-dioxopiperidin-3-yl)-5-[(1r,3r)-3-aminocyclobutoxy]-2,3-dihydro-1H-isoindole-1,3-dione O=C1NC(CCC1N1C(C2=CC=C(C=C2C1=O)OC1CC(C1)N)=O)=O